N-(2-((2R,3R)-1-ethyl-2-methylpyrrolidin-3-yl)thieno[2,3-b]pyridin-4-yl)-4,6-difluorobenzo[d]thiazol-5-amine C(C)N1[C@@H]([C@@H](CC1)C1=CC=2C(=NC=CC2NC=2C(=CC3=C(N=CS3)C2F)F)S1)C